tert-butyl 8-(2-(2-(2-amino-2-oxoethyl)azetidin-1-yl)-7,7-difluoro-6,7-dihydro-5H-cyclopenta[d]pyrimidin-4-yl)-2,3-dihydrobenzo[f][1,4]thiazepine-4(5H)-carboxylate 1,1-dioxide NC(CC1N(CC1)C=1N=C(C2=C(N1)C(CC2)(F)F)C2=CC1=C(CN(CCS1(=O)=O)C(=O)OC(C)(C)C)C=C2)=O